2-((2S,3R)-2-benzyl-3-fluoropyrrolidin-1-yl)-6-((R)-2-methylmorpholino)pyrimidin-4(3H)-one C(C1=CC=CC=C1)[C@@H]1N(CC[C@H]1F)C1=NC(=CC(N1)=O)N1C[C@H](OCC1)C